2,4,4,7-TETRAMETHYLNONA-6,8-DIEN CC(C)CC(CC=C(C=C)C)(C)C